C1(CCC1)C1=CC(=C(C=C1)N1N=C2CCN(CC3C2=C1CCN3C(=O)OC(C)(C)C)C(=O)OCC3=CC=CC=C3)O 7-benzyl 5-(tert-butyl) 2-(4-cyclobutyl-2-hydroxyphenyl)-3,4,5a,6,8,9-hexahydro-2H-1,2,5,7-tetraazabenzo[cd]azulene-5,7-dicarboxylate